S1C2=C(C=C1N1CCN(CC1)CCCCBr)C=CC=C2 1-benzo[b]thiophenyl-4-(4-bromobutyl)piperazine